1-((4-(2-(1,3,4-oxadiazol-2-yl)pyridin-4-yl)phenyl)sulfonyl)-4-((5-(trifluoromethyl)pyridin-2-yl)amino)piperidin-3-ol O1C(=NN=C1)C1=NC=CC(=C1)C1=CC=C(C=C1)S(=O)(=O)N1CC(C(CC1)NC1=NC=C(C=C1)C(F)(F)F)O